5-(Azetidin-3-ylmethyl)-2-((1S,3R)-3-methyl-2-(2,2,2-trifluoroethyl)-2,3,4,9-tetrahydro-1H-pyrido[3,4-b]indol-1-yl)thiazole N1CC(C1)CC1=CN=C(S1)[C@H]1N([C@@H](CC2=C1NC1=CC=CC=C21)C)CC(F)(F)F